CCOC(=O)C1=CC=CC=C1C2=C3C=C(C(=O)C(=C3OC4=C(C(=C(C=C24)Br)[O-])Br)Br)Br.[K+] The molecule is an organic potassium salt having 2,4,5,7-tetrabromo-9-{2-[(ethyloxy)carbonyl]phenyl}-3-oxo-3H-xanthen-6-olate as the counterion. It has a role as a fluorochrome, a histological dye and a photosensitizing agent. It contains an ethyl eosin anion.